ethyliminotris(diethylamino)tantalum C(C)N=[Ta](N(CC)CC)(N(CC)CC)N(CC)CC